3-methoxy-2-(6-(methyl(2,2,6,6-tetramethylpiperidin-4-yl)amino)pyridazin-3-yl)-5-(1H-pyrazol-4-yl)phenol COC=1C(=C(C=C(C1)C=1C=NNC1)O)C=1N=NC(=CC1)N(C1CC(NC(C1)(C)C)(C)C)C